2-(3-((R and S)-1-(((R)-((R)-2,3-dihydro-1H-pyrido[2,3-b][1,4]oxazin-3-yl)(phenyl)methyl)amino)propan-2-yl)-2-fluorophenyl)acetic acid N1C2=C(O[C@H](C1)[C@@H](C1=CC=CC=C1)NC[C@H](C)C=1C(=C(C=CC1)CC(=O)O)F)N=CC=C2 |&1:15|